N-[1-(4-aminophenyl)-4-piperidinyl]-N-methyl-carbamic acid tert-butyl ester C(C)(C)(C)OC(N(C)C1CCN(CC1)C1=CC=C(C=C1)N)=O